CN(CCCOC(=O)N[C@@H](CC(=O)OCCCCCCCCCCCCCCCCCC)C(=O)OCCCCCCCCCCCCCCCCCC)C Dioctadecyl ((3-(dimethylamino)propoxy)carbonyl)-L-aspartate